ClC1=CC=C(C=C1)C(C(Cl)Cl)C1=CC=C(C=C1)Cl 2,2-bis(4-chlorophenyl)-1,1-dichloroethane